ClC1=C(C=CC(=N1)N(C(OC(C)(C)C)=O)C)C(F)(F)F tert-butyl N-[6-chloro-5-(trifluoromethyl) pyridin-2-yl]-N-methylcarbamate